ethyl lactate (ETHYL LACTATE) C(C)C(C(=O)O)(O)C.C(C(O)C)(=O)OCC